ClC1=C(C(=CC=C1)F)N1N=CC(=C1CO[C@H]1[C@@H]2CN([C@H](C1)C2)C(=O)OCC2=CC=CC=C2)C2CC2 benzyl (1s,4s,5r)-5-[[1-(2-chloro-6-fluorophenyl)-4-cyclopropyl-1H-pyrazol-5-yl] methoxy]-2-azabicyclo[2.2.1]heptane-2-carboxylate